C[C@H](CCC=C(C)CO)[C@H]1CC[C@@H]2[C@@]1(CC[C@H]3C2=CC=C4[C@@]3(CCCC4)C)C cholesta-5,7,24-trienol